4-(3-{2-[6,7-dimethyl-4-(methylamino)-1,3-dihydro-2H-pyrrolo[3,4-c]pyridin-2-yl]-2-oxoethyl}azetidin-1-yl)pyridine-2-carbonitrile CC1=C(C2=C(C(=N1)NC)CN(C2)C(CC2CN(C2)C2=CC(=NC=C2)C#N)=O)C